F\C(=C/C1=CC2=CC=CC=C2C=C1)\[N+](=O)[O-] (Z)-2-(2-fluoro-2-nitrovinyl)naphthalene